N1CCN(CC1)CCCS(=O)(=O)O piperazine-N'-propanesulfonic acid